(4-(3-methoxyoxetan-3-yl)phenyl)(4-((4-(trifluoromethyl)phenyl)sulfonyl)piperazin-1-yl)methanone COC1(COC1)C1=CC=C(C=C1)C(=O)N1CCN(CC1)S(=O)(=O)C1=CC=C(C=C1)C(F)(F)F